Cl.N[C@H](CS)CCS (S)-2-aminobutane-1,4-dithiol hydrochloride